(R)-2-((1R,2s)-2-(4-fluorophenyl)-1-hydroxy-2-(3-(trifluoromethyl)phenyl)ethyl)pyrrolidine-1-carboxylic acid benzyl ester C(C1=CC=CC=C1)OC(=O)N1[C@H](CCC1)[C@@H]([C@H](C1=CC(=CC=C1)C(F)(F)F)C1=CC=C(C=C1)F)O